(2-chloro-4-(1,4-dioxa-7-azaspiro[4.4]nonan-7-yl)thieno[3,2-d]pyrimidin-6-yl)methanol ClC=1N=C(C2=C(N1)C=C(S2)CO)N2CC1(OCCO1)CC2